N-propyl-N-[(3S)-pyrrolidin-3-yl]-2-{1-[4-(trifluoromethoxy)phenyl]-1H-pyrazol-4-yl}-1,3-thiazole-4-carboxamide C(CC)N(C(=O)C=1N=C(SC1)C=1C=NN(C1)C1=CC=C(C=C1)OC(F)(F)F)[C@@H]1CNCC1